methyl 2-[3-[4-[1-[4-[3-[[4-(3,8-diazabicyclo[3.2.1]oct-8-yl)-2-pyridinyl] oxy] cyclobutoxy]-1-piperidinyl] cyclopropyl]-1-piperidinyl] isoxazol-5-yl]-3-methyl-butyrate C12CNCC(CC1)N2C2=CC(=NC=C2)OC2CC(C2)OC2CCN(CC2)C2(CC2)C2CCN(CC2)C2=NOC(=C2)C(C(=O)OC)C(C)C